ClC1=CC(=C(N=N1)C(=O)O[Zn])NC1=C(C(=CC=C1)C1=NN(C=N1)C1CC1)OC ((6-chloro-4-((3-(1-cyclopropyl-1H-1,2,4-triazol-3-yl)-2-methoxyphenyl)amino)pyridazine-3-Carbonyl)oxy)zinc